FC=1C(=C2C=NNC2=C(C1)C1=CC=C(N=N1)NC1CCN(CC1)C(=O)OC(C)(C)C)C=1C=NNC1 tert-butyl 4-({6-[5-fluoro-4-(1H-pyrazol-4-yl)-1H-indazol-7-yl]pyridazin-3-yl}amino)piperidine-1-carboxylate